ClC=1C=C(C(=O)NC2=C(C(=CC=C2)C(=O)C=2C=C3N=C(C=NC3=CC2)C#N)F)C=CC1 3-chloro-N-(3-(3-cyanoquinoxaline-6-carbonyl)-2-fluorophenyl)benzamide